C(N)(OC1(CC=C(CC1)CCN1CCN(CC1)C1=C(C(=CC=C1)Cl)Cl)C(C)(C)C)=O (Tert-butyl 4-(2-(4-(2,3-dichlorophenyl) piperazin-1-yl) ethyl) cyclohex-3-en-1-yl) carbamate